(Z)-N-(3-((2-ethyl-4-methyl-1H-imidazol-5-yl)methylene)-2-oxoindolin-5-yl)propynamide C(C)C=1NC(=C(N1)C)\C=C\1/C(NC2=CC=C(C=C12)NC(C#C)=O)=O